FC(C(=O)NC1=CC2=C(N(C(=N2)N2C[C@@H](C[C@H](C2)NC2=NC=C(C=N2)C(F)(F)F)F)C)C=C1C)=C Fluoro-N-(2-((3R,5R)-3-fluoro-5-((5-(trifluoromethyl)pyrimidin-2-yl)amino)piperidin-1-yl)-1,6-dimethyl-1H-benzo[d]imidazol-5-yl)acrylamide